perfluoro-3,6-dioxepan-1-ol FC1(C(OC(C(OC1(F)F)(F)F)(F)F)(F)F)O